N(=[N+]=[N-])CC1(CCC(OC1)C(=O)[O-])O 5-(azidomethyl)-5-hydroxytetrahydro-2H-pyran-2-carboxylate